C1(=C(C=CC=C1)C1=C(C(=NN=N1)C1=C(C2=C([Se]C3=C2C=CC=C3)C=C1)C1=CC=CC=C1)C1=C(C(=CC=3C2=CC=CC=C2CC13)C)C)C1=CC=CC=C1 [(biphenylyl)(dimethylfluorenyl)triazinyl](phenyldibenzoselenophen)